C(C)N1CN(C=C1)C N-ethyl-N'-methylimidazole